N-{4-[(2,2-difluorocyclopentyl)oxy]-3-fluorophenyl}-2-(2,3-dihydro-1H-isoindol-2-yl)-5-(2,2,2-trifluoroethyl)-1,3-oxazole-4-carboxamide FC1(C(CCC1)OC1=C(C=C(C=C1)NC(=O)C=1N=C(OC1CC(F)(F)F)N1CC2=CC=CC=C2C1)F)F